6-(4-(5-(2,7-diazaspiro[3.5]nonan-2-yl)pyridin-2-yl)indolin-1-yl)-N-((1R,2S)-2-fluorocyclopropyl)-8-(methylamino)imidazo[1,2-b]pyridazine-3-carboxamide trifluoroacetate FC(C(=O)O)(F)F.C1N(CC12CCNCC2)C=2C=CC(=NC2)C2=C1CCN(C1=CC=C2)C=2C=C(C=1N(N2)C(=CN1)C(=O)N[C@H]1[C@H](C1)F)NC